Cl.Cl.S1SC[C@H]([C@@H](C1)N)N (trans)-1,2-dithiane-4,5-diamine dihydrochloride